C(C)(C)(C)OC(=O)NCCSCCOC(C(=C(C1=CC=CC=C1)C1=CC=CC=C1)C#N)=O 2-cyano-3,3-diphenyl-prop-2-enoic acid 2-[2-(tert-butoxycarbonylamino) ethylsulfanyl]Ethyl ester